(2-methoxybutyl)-2-nitro-pyridin-3-amine COC(CC1=C(C(=NC=C1)[N+](=O)[O-])N)CC